FC(C=1C=C(C=CC1)[S+]1C2=C(C3=C1C=CC=C3)C=CC=C2)(F)F 5-(3-(trifluoromethyl)phenyl)dibenzo[b,d]thiophen-5-ium